C1(CCC1)OC1=CC(=C2C(NN=C(C2=C1)CC=1C=CC(=C(C(=O)N2CCN(CC2)C2=NC=C(C#N)C=C2)C1)F)=O)C(F)(F)F 6-(4-(5-((7-cyclobutoxy-4-oxo-5-(trifluoromethyl)-3,4-dihydrophthalazin-1-yl)methyl)-2-fluorobenzoyl)piperazin-1-yl)nicotinonitrile